ClC=1C=2N(C=C(C1)CC1CCC(CC1)C(=O)N1OCC[C@H]1C=1C=NC=C(C1)F)N=C(N2)C [4-[(8-chloro-2-methyl-[1,2,4]triazolo[1,5-a]pyridin-6-yl)methyl]cyclohexyl]-[(3S)-3-(5-fluoropyridin-3-yl)-1,2-oxazolidin-2-yl]methanone